2-((5-(4-ethylphenyl)-4H-1,2,4-triazol-3-yl)thio)cyclohexan-1-one C(C)C1=CC=C(C=C1)C=1NC(=NN1)SC1C(CCCC1)=O